(1R,2S,5S)-benzyl-2-(hydroxymethyl)-3,8-diazabicyclo[3.2.1]octane C(C1=CC=CC=C1)[C@@]12[C@H](NC[C@H](CC1)N2)CO